O[C@H]1CCN(CCC1)C(=O)OC(C)(C)C |r| tert-butyl (rac)-4-hydroxyazepan-1-carboxylate